(4aR,8aS)-6-[4-[3-morpholino-4-(trifluoromethyl)phenoxy]piperidine-1-carbonyl]-4,4a,5,7,8,8a-hexahydropyrido[4,3-b][1,4]oxazin-3-one O1CCN(CC1)C=1C=C(OC2CCN(CC2)C(=O)N2C[C@@H]3[C@@H](OCC(N3)=O)CC2)C=CC1C(F)(F)F